(R)-3-((1-(2-(bicyclo[1.1.1]pentan-1-yl)-3,6-dimethyl-4-oxo-3,4-dihydroquinazolin-8-yl)ethyl)amino)-6-chloropicolinic acid C12(CC(C1)C2)C2=NC1=C(C=C(C=C1C(N2C)=O)C)[C@@H](C)NC=2C(=NC(=CC2)Cl)C(=O)O